NC1=NC=CC=C1C1=NC2=CC=C(N=C2N1C=1C=C2CC[C@@H](C2=CC1)NC(=O)C=1N(C(C2=CC=CC=C2C1)=O)C)N1N=CC=C1 N-{(S)-5-[2-(2-amino-3-pyridyl)-5-(1-pyrazolyl)-3H-1,3,4-triazainden-3-yl]-1-indanyl}-2-methyl-1-oxo-1,2-dihydro-3-isoquinolinecarboxamide